(R)-4-(3-(1-acetyl-4-acryloylpiperazin-2-yl)-5-chloro-2-fluorophenyl)-N-methylpicolinamide C(C)(=O)N1[C@@H](CN(CC1)C(C=C)=O)C=1C(=C(C=C(C1)Cl)C1=CC(=NC=C1)C(=O)NC)F